C(C1=CC=CC=C1)OCCN1CC(C(C1)F)O[Si](C)(C)C(C)(C)C 1-[2-(benzyloxy)ethyl]-3-[(tert-butyldimethylsilyl)oxy]-4-fluoropyrrolidine